3-methoxy-4-isopropyl-4'-fluoro-(E)-stilbene COC=1C=C(C=CC1C(C)C)\C=C\C1=CC=C(C=C1)F